C(#N)C1=CC(=C(C=C1)/C(/C(=O)OCC)=C\N(C)C)C ethyl (E)-2-(4-cyano-2-methylphenyl)-3-(dimethylamino)acrylate